C1(=CC=CC=C1)C(NC(=O)C1=C(C=2C(N(C1=O)C(C)C)=CN(N2)C)O)C2=CC=CC=C2 4,5-dihydro-N-(diphenylmethyl)-7-hydroxy-2-methyl-5-oxo-4-(2-propyl)-2H-pyrazolo[4,3-b]pyridin-6-carboxamide